6-((R)-1-(2-((S)-3-aminopiperidin-1-yl)-1H-benzo[d]imidazol-1-yl)ethyl)nicotinonitrile hydrochloride Cl.N[C@@H]1CN(CCC1)C1=NC2=C(N1[C@H](C)C1=NC=C(C#N)C=C1)C=CC=C2